BrC1=CC=C(N(C2=CC=C(C=C2)[N+](=O)[O-])C2=CC=C(C=C2)Br)C=C1 4-bromo-N-(4-bromophenyl)-N-(4-nitrophenyl)aniline